Br.COC1=C(CN2C(NCC2)=N)C=CC=C1 1-(2-methoxybenzyl)imidazolin-2-imine Hydrobromide